CC1(NCCC1)C#N 2-methylpyrrolidine-2-carbonitrile